3-(2-hydroxyethyl)-5-(2-hydroxypropan-2-yl)-N,N-bis(4-methoxybenzyl)benzene-sulfonamide OCCC=1C=C(C=C(C1)C(C)(C)O)S(=O)(=O)N(CC1=CC=C(C=C1)OC)CC1=CC=C(C=C1)OC